4-chloro-7-(chloromethyl)-5-(trifluoromethyl)isoquinolin-1(2H)-one ClC1=CNC(C2=CC(=CC(=C12)C(F)(F)F)CCl)=O